tert-Butyl N-(4-formyl-3-oxabicyclo[2.2.2]octan-1-yl)carbamate C(=O)C12OCC(CC1)(CC2)NC(OC(C)(C)C)=O